5-(6-(chloromethyl)pyridazin-3-yl)thiazole ClCC1=CC=C(N=N1)C1=CN=CS1